CN1C=C(C=C1)CO 1-methyl-3-(hydroxymethyl)pyrrole